2,4-Dioxo-1,3,8-triazaspiro[4.5]decane O=C1NC2(C(N1)=O)CCNCC2